FC(CN1N=CC=2C1=NC(=CN2)N2CC1(C2)CN(CCC1)C(=O)OC(C)(C)C)F tert-butyl 2-[1-(2,2-difluoroethyl)-1H-pyrazolo[3,4-b]pyrazin-6-yl]-2,6-diazaspiro[3.5]nonane-6-carboxylate